C(#N)C1=C(SC2=C1CN(CC2)C(C)C2CCCCC2)NC(CC2=CC=C(C=C2)S(N)(=O)=O)=O N-(3-Cyano-5-(1-cyclohexylethyl)-4,5,6,7-tetrahydrothieno[3,2-c]pyridin-2-yl)-2-(4-sulfamoylphenyl)acetamid